(2S,2'S)-2,2'-bipyrrolidine N1[C@@H](CCC1)[C@H]1NCCC1